tin sodium sulfate S(=O)(=O)([O-])[O-].[Na+].[Sn+4]